N1=C(N=CC2=C1C1=C(NC=3C=CC=CC13)CCC2)N 5,6,7,8-tetrahydropyrimido[4',5':3,4]cyclohepta[1,2-b]indol-2-amine